2-[2-(5-chloro-thiophen-2-yl)-6-methoxy-benzoimidazol-1-yl]-N-cyclohexyl-2-cyclopentyl-acetamide ClC1=CC=C(S1)C1=NC2=C(N1C(C(=O)NC1CCCCC1)C1CCCC1)C=C(C=C2)OC